methyl (S)-2-((S)-1-(1H-pyrazol-1-yl)propan-2-yl)-3-((S)-1,1-dioxidotetrahydrothiophen-3-yl)-7-methyl-3,7,8,9-tetrahydro-6H-imidazo[4,5-f]quinoline-6-carboxylate N1(N=CC=C1)C[C@H](C)C=1N(C=2C(=C3CC[C@@H](N(C3=CC2)C(=O)OC)C)N1)[C@@H]1CS(CC1)(=O)=O